C(C)(C)(C)C1N(CC12CNC2)C(=O)O tert-butyl-2,6-diazaspiro[3.3]heptane-2-carboxylic acid